BrC=1C=C(SC1N(C)C)C=C1C(=NOC1=O)C1=CC=CC=C1 4-((4-bromo-5-(dimethylamino)thiophen-2-yl)methylene)-3-phenylisoxazol-5(4H)-one